CN1C(C=C(C=C1)NC(CN(S(=O)(=O)C=1C=C(C=C2C=NNC12)C)C1COC1)=O)=O N-(1-methyl-2-oxo-1,2-dihydropyridin-4-yl)-2-(5-methyl-N-(oxetan-3-yl)-1H-indazole-7-sulfonamido)acetamide